1-[2-(trifluoromethyl)phenyl]-1H-1,2,4-triazole-3-carboxamide FC(C1=C(C=CC=C1)N1N=C(N=C1)C(=O)N)(F)F